ClC=1C=2N(C=CC1)N=C(C2)[C@H]2N(CCC1=C2N=CN1)C(=O)C1=C(N=C(O1)C(C)(C)O)C(F)F (S)-(4-(4-chloropyrazolo[1,5-a]pyridin-2-yl)-6,7-dihydro-1H-imidazo[4,5-c]pyridin-5(4H)-yl)(4-(difluoromethyl)-2-(2-hydroxypropan-2-yl)oxazol-5-yl)methanone